[(3S,4S)-4-(3-methoxyphenyl)tetrahydropyran-3-yl]-methanol COC=1C=C(C=CC1)[C@@H]1[C@H](COCC1)CO